FC1=C(C(=O)C2=CNC=3N=C(N=C(C32)NC=CC=O)NC3=CC=C(C=C3)N3CCN(CC3)C)C=CC=C1 3-((5-(2-fluorobenzoyl)-2-((4-(4-methylpiperazin-1-yl)phenyl)amino)-7H-pyrrolo[2,3-d]pyrimidin-4-yl)amino)prop-2-en-1-one